3-[2-(azetidin-1-yl)-2-oxoethyl]-5-(4-chlorophenyl)-3H,4H-thieno[2,3-d]pyrimidin-4-one N1(CCC1)C(CN1C=NC2=C(C1=O)C(=CS2)C2=CC=C(C=C2)Cl)=O